CNC(=O)NCCCCCCCC N-methyl-N'-octylurea